2-trifluoroethyl-N-methylpyrrolidine-3-carboxamide hydrochloride Cl.FC(CC1NCCC1C(=O)NC)(F)F